N[C@@H]([C@@H](C)CC)C(=O)N[C@@H](CS)C(=O)O Isoleucylcysteine